1-(2-((1-(6-amino-5-(2,3-dichlorophenyl)pyrazin-2-yl)-4-methylpiperidin-4-yl)amino)-2-oxoethyl)-N4-Hydroxyterephthalamide NC1=C(N=CC(=N1)N1CCC(CC1)(C)NC(CC1(C(=O)N)CC=C(C(=O)NO)C=C1)=O)C1=C(C(=CC=C1)Cl)Cl